1-Oxacycloheptadec-10-en-2-one O1C(CCCCCCCC=CCCCCCC1)=O